ClC1=NC=C2N(C(N(C2=N1)C1C2CC(CC1CC2)=O)=O)C 2-chloro-7-methyl-9-(3-oxo-bicyclo[3.2.1]oct-8-yl)-7,9-dihydro-8H-purin-8-one